(R)-3-isopropyl-9-(methylsulfonyl)-4-oxo-2,3,4,9-tetrahydro-1H-carbazole-3-carbonitrile C(C)(C)[C@]1(CCC=2N(C3=CC=CC=C3C2C1=O)S(=O)(=O)C)C#N